C1(=CC=CC=C1)S(=O)(=O)CC(=O)C1=CC=C(C=C1)C 2-benzenesulfonyl-1-(4-methylphenyl)ethanone